C(C)C1=C(C(=NN1C)C(=O)O)C=C 5-ethyl-1-methyl-4-vinyl-pyrazole-3-carboxylic acid